CN(C1CCN(CC1)C1=NC(=NC(=C1)NCC1=CC(=C(C(=C1)OC)OC)OC)NC=1SC(=C(N1)C)C(=O)OCC)C 2-[[4-[4-(Dimethylamino)-1-piperidinyl]-6-[[(3,4,5-trimethoxyphenyl)methyl]amino]-2-pyrimidinyl]amino]-4-methyl-5-thiazolecarboxylic acid, ethyl ester